COC1=CC=C(CN(C(C(C2=C(C=CC=C2)Cl)(C=2C=CC3=CN(N=C3C2)COCC[Si](C)(C)C)S(N)(=O)=O)=O)CC2=CC=C(C=C2)OC)C=C1 N,N-bis(4-methoxybenzyl)sulfamoyl-2-((2-(trimethylsilyl)ethoxymethyl)-2H-indazol-6-yl)-2-(2-chlorophenyl)acetamide